[Cl-].[Cl-].[Ti+2].NC1=CC=CC=C1 aniline titanium dichloride